CC1=NN2C(N=CC3=C2NC2=CC=CC=C32)=C1SC=1C=NC=CC1 2-methyl-3-(pyridin-3-ylthio)-10H-pyrazolo[5',1':2,3]pyrimido[4,5-b]indole